N-cyclopropyl-7-morpholino-5-(3-(m-tolyl)-1H-pyrazol-1-yl)pyrazolo[1,5-a]pyrimidine-2-carboxamide C1(CC1)NC(=O)C1=NN2C(N=C(C=C2N2CCOCC2)N2N=C(C=C2)C=2C=C(C=CC2)C)=C1